2,2,4,4-tetraethyl-cyclobutane-1,3-diol C(C)C1(C(C(C1O)(CC)CC)O)CC